3-(3,4-dichlorophenyl)-5-(2-(3-fluoropyrrolidin-1-yl)-2-oxoethyl)-1-(2,2,2-trifluoroethyl)-1H-pyrrolo[3,2-c]pyridin-4(5H)-one ClC=1C=C(C=CC1Cl)C1=CN(C2=C1C(N(C=C2)CC(=O)N2CC(CC2)F)=O)CC(F)(F)F